methyl (perfluoro-n-propyl) disulfide FC(C(C(F)(F)F)(F)F)(F)SSC